N=1N(N=CC1)C1(CC1)C1=NN(C(=C1)C1(NC=C(C(=N1)NC(C([2H])([2H])[2H])([2H])[2H])C(F)(F)F)N)C1CC1 2-(3-(1-(2H-1,2,3-triazol-2-yl)cyclopropyl)-1-cyclopropyl-1H-pyrazol-5-yl)-N4-(ethyl-d5)-5-(trifluoromethyl)pyrimidine-2,4-diamine